2-[2,5-dimethyl-4-[1-(trifluoromethyl)vinyl]phenyl]-6-fluoro-1H-quinolin-4-one CC1=C(C=C(C(=C1)C(=C)C(F)(F)F)C)C=1NC2=CC=C(C=C2C(C1)=O)F